C(#N)/C(/C(=O)N[C@H](C)C1=CC(=C(C=C1)OC)OC)=C\C1=CNC2=NC=CC(=C21)C2=CC(=CC=C2)CN(C)C (R,E)-2-cyano-N-(1-(3,4-dimethoxyphenyl)ethyl)-3-(4-(3-((dimethylamino)methyl)phenyl)-1H-pyrrolo[2,3-b]pyridin-3-yl)acrylamide